2-((3-(1-amino-1-cyclopentylethyl)-1-(difluoromethyl)-1H-pyrazolo[3,4-c]pyridin-5-yl)amino)-7,7-dimethyl-7,8-dihydro-5H-pyrano[4,3-b]pyridin-5-one NC(C)(C1CCCC1)C1=NN(C2=CN=C(C=C21)NC2=CC=C1C(=N2)CC(OC1=O)(C)C)C(F)F